CNC(=CC(=O)OCC)C ethyl 3-(methylamino)-2-butenoate